FC=1C(NC(N(C1)[C@H]1C[C@@H]2OP(OC[C@H]2O1)(=O)OCC1=C(C=C(C=C1)F)C)=O)=O 5-Fluoro-1-((4aR,6R,7aS)-2-(4-fluoro-2-methylbenzyloxy)-2-oxidotetrahydro-4H-furo[3,2-d][1,3,2]dioxaphosphinin-6-yl)pyrimidine-2,4(1H,3H)-dione